4-methyl-6-(2-(1-methyl-1H-pyrazol-3-yl)ethyl)-2-((benzenesulfonyl)(pyridin-3-yl)methyl)-4H-thiazolo[5',4':4,5]Pyrrolo[2,3-d]Pyridazin-5(6H)-one CN1C2=C(C3=C1C(N(N=C3)CCC3=NN(C=C3)C)=O)SC(=N2)C(C=2C=NC=CC2)S(=O)(=O)C2=CC=CC=C2